[5-[5-[(1R)-1-(3,5-dichloro-2-methyl-4-pyridyl)ethoxy]-1H-indazol-3-yl]-2-pyridyl]imino-dimethyl-oxo-λ6-sulfane ClC=1C(=NC=C(C1[C@@H](C)OC=1C=C2C(=NNC2=CC1)C=1C=CC(=NC1)N=S(=O)(C)C)Cl)C